C(C)N(CCOCCN(CC)CC)CC β-diethylaminoethyl ether